[Sn+4].[K+] potassium tin (IV)